C(C)(C)N1C(=C(C(C2=CC=C(C=C12)B1OC(C(O1)(C)C)(C)C)=O)C)C1N(CCC1)C(=O)OC(C)(C)C tert-butyl 2-(1-isopropyl-3-methyl-4-oxo-7-(4,4,5,5-tetramethyl-1,3,2-dioxaborolan-2-yl)-1,4-dihydroquinolin-2-yl)pyrrolidine-1-carboxylate